FC(C1=NN(C=C1C(=O)N1C[C@@]2(CC1)C=C(C(C(C2)(C)C)=O)C#N)C)F (5S)-2-[3-(difluoromethyl)-1-methyl-1H-pyrazole-4-carbonyl]-9,9-dimethyl-8-oxo-2-azaspiro[4.5]dec-6-ene-7-carbonitrile